2-chloro-4-ethynyl-3,5,6-trifluorobenzyl (1R)-cis-3-[(Z)-2-chloro-3,3,3-trifluoro-1-propenyl]-2,2-dimethylcyclopropanecarboxylate Cl\C(=C/[C@@H]1C([C@@H]1C(=O)OCC1=C(C(=C(C(=C1F)F)C#C)F)Cl)(C)C)\C(F)(F)F